COC1=CC=2C(=C3C(=NC2C=C1COCCN1CCCC1)CCC3)N[C@@H]3CN(CCCC3)C (3S)-N-(7-methoxy-6-{[2-(pyrrolidin-1-yl)ethoxy]methyl}-1H,2H,3H-cyclopenta[b]quinolin-9-yl)-1-methylazepan-3-amine